FC1(CCC(CC1)C=O)F (4,4-difluorocyclohexyl)methanone